N-(Tetrahydro-2H-pyran-4-yl)-1H-benzo[d]imidazol-6-amine O1CCC(CC1)NC=1C=CC2=C(NC=N2)C1